C(#N)C(C(=O)OCC(C)(COC(C(=C(C1=CC=CC=C1)C1=CC=CC=C1)C#N)=O)COC(C(=C(C1=CC=CC=C1)C1=CC=CC=C1)C#N)=O)=C(C1=CC=CC=C1)C1=CC=CC=C1 (2-cyano-3,3-diphenylacryloyl)oxyl-2,2-bis[[(2-cyano-3,3-diphenylacryloyl)oxy]methyl]propane